C1(=CC(=CC=C1)CC(=O)N)C (m-tolyl)acetamide